N-(3-(4-fluorophenyl)allyl)-4-methylaniline FC1=CC=C(C=C1)C=CCNC1=CC=C(C=C1)C